C(C)(C)(C)C(C(=O)O)CCCCCCCCCCCCCCCCCC(=O)O t-butyleicosanedioic acid